3-chloro-6-fluoro-5-(4-(4-methylpiperazin-1-yl)phenyl)pyridin-2-amine ClC=1C(=NC(=C(C1)C1=CC=C(C=C1)N1CCN(CC1)C)F)N